NC1=CC(=C(C=2C(C3=C(C=CC(=C3C(C12)=O)O)N)=O)O)Br 4,8-diamino-2-bromo-1,5-dihydroxyanthraquinone